4-(Isopropylamino)diphenylamine CC(C)NC1=CC=C(C=C1)NC2=CC=CC=C2